BrC=1C2=C(N(C(CC1C=O)=O)CC1=CC=C(C=C1)OC)C(=CC=C2)F 5-bromo-9-fluoro-1-(4-methoxybenzyl)-2-oxo-2,3-dihydro-1H-benzo[b]azepine-4-carbaldehyde